[Br-].C(C1=CC=CC=C1)[N+]1=CC=CC=C1 N-benzyl-pyridinium bromide